NC1=CC=C(C=N1)N1C[C@H](N(C[C@@H]1C)C(=O)OC(C)(C)C)C (2R,5S)-tert-Butyl 4-(6-Aminopyridin-3-yl)-2,5-dimethylpiperazine-1-carboxylate